NC1CCN(CC1)C(CCCOC1=CC=C(C=C1)C1CNCCC1)=O 3-(4-(4-(4-aminopiperidin-1-yl)-4-oxobutoxy)phenyl)piperidine